(2S,6S)-N-((S)-1-cyano-2-(4-(3-methyl-2-oxo-2,3-dihydrobenzo[d]oxazol-5-yl)phenyl)ethyl)-6-hydroxy-6-vinyl-1,4-oxazepane-2-carboxamide C(#N)[C@H](CC1=CC=C(C=C1)C=1C=CC2=C(N(C(O2)=O)C)C1)NC(=O)[C@H]1OC[C@@](CNC1)(C=C)O